1-[3-(3,4-dimethylbenzoyl)-6-ethylquinolin-4-yl]piperidine-4-carboxamide CC=1C=C(C(=O)C=2C=NC3=CC=C(C=C3C2N2CCC(CC2)C(=O)N)CC)C=CC1C